C(C)(C)(C)N(C(O)=O)C1(CC(C1)(F)F)C=NNS(=O)(=O)CC1=CC=CC=C1.N1CC(C1)N1CCOCC1 4-(azetidin-3-yl)morpholine tert-butyl-(3,3-difluoro-1-((2-toluenesulfonyl-hydrazono)methyl)cyclobutyl)carbamate